methyl 2-((2-(benzyloxy)-4-fluorophenyl)amino)-5-(trifluoromethyl)benzoate C(C1=CC=CC=C1)OC1=C(C=CC(=C1)F)NC1=C(C(=O)OC)C=C(C=C1)C(F)(F)F